FC1=CC=C2CC3(CCNCC3)[C@@H](C2=C1)N (S)-6-fluoro-1,3-dihydro-spiro[indene-2,4'-piperidin]-1-amine